2-(1-cyanopyrrolidin-3-ylidene)-N-(2-fluoro-5-(trifluoromethyl)benzyl)acetamide C(#N)N1CC(CC1)=CC(=O)NCC1=C(C=CC(=C1)C(F)(F)F)F